NC(C=O)C=O 2-aminomalonaldehyde